4-amino-N-(1,1-dimethylethyl)-4,5-dihydro-3-(1-methylethyl)-5-oxo-1H-1,2,4-triazole-carboxamide NN1C(NNC1=O)(C(=O)NC(C)(C)C)C(C)C